BrCC1=CC=C(C=C1)CBr 1,4-bisbromomethylbenzene